5-fluoro-4-(methoxymethyl)-2-methyl-3-nitropyridine FC=1C(=C(C(=NC1)C)[N+](=O)[O-])COC